NCCC(=O)SCCNC(CCNC([C@@H](C(COP(OP(OC[C@@H]1[C@H]([C@H]([C@@H](O1)N1C=NC=2C(N)=NC=NC12)O)OP(=O)(O)O)(=O)O)(=O)O)(C)C)O)=O)=O beta-Alanyl-CoA